COC1=C(C=C(C=C1)C1(OCCC1)C)S(=O)(=O)NC(=O)C1=NC2=CC=CC(=C2C=C1)C1=NC=CC=C1 N-((2-methoxy-5-(2-methyltetrahydro-furan-2-yl)phenyl)sulfonyl)-5-(pyridin-2-yl)quinoline-2-carboxamide